3-((1-(2-(3-Azabicyclo[3.1.0]hexan-3-yl)-3,6-dimethyl-4-oxo-3,4-dihydroquinazolin-8-yl)ethyl)amino)-6-chloropyrazine-2-carboxylic acid C12CN(CC2C1)C1=NC2=C(C=C(C=C2C(N1C)=O)C)C(C)NC=1C(=NC(=CN1)Cl)C(=O)O